N-((1R,5S,8s)-3-(5-(6-(3-cyanopyrrolo[1,2-b]pyridazin-7-yl)-4-((4-methyltetrahydro-2H-pyran-4-yl)amino)pyridin-3-yl)-1,3,4-thiadiazol-2-yl)-3-azabicyclo[3.2.1]oct-8-yl)acetamide C(#N)C1=CC=2N(N=C1)C(=CC2)C2=CC(=C(C=N2)C2=NN=C(S2)N2C[C@H]1CC[C@@H](C2)C1NC(C)=O)NC1(CCOCC1)C